(R)-N-(2,4-dimethoxybenzyl)-4-(3-(dimethylamino)-3-(3-(trifluoromethyl)-phenethyl)-piperidin-1-yl)-2-fluoro-N-(pyrimidin-4-yl)benzenesulfonamide COC1=C(CN(S(=O)(=O)C2=C(C=C(C=C2)N2C[C@](CCC2)(CCC2=CC(=CC=C2)C(F)(F)F)N(C)C)F)C2=NC=NC=C2)C=CC(=C1)OC